ClC1=C(C(=NC(=N1)SC)NC1=NN(C(=C1)C1CC1)C1OCCCC1)C1CC1 6-chloro-5-cyclopropyl-N-(5-cyclopropyl-1-(tetrahydro-2H-pyran-2-yl)-1H-pyrazol-3-yl)-2-(methylthio)pyrimidin-4-amine